ClC=1C=CC2=C(C=C(O2)C(C(=O)N[C@@H]([C@H](O)C2=CC3=C(OCCO3)C=C2)CN2C[C@H](CC2)F)(F)F)C1 2-(5-chlorobenzofuran-2-yl)-N-((1r,2r)-1-(2,3-dihydrobenzo[b][1,4]dioxin-6-yl)-3-((S)-3-fluoropyrrolidin-1-yl)-1-hydroxypropan-2-yl)-2,2-difluoroacetamide